(S)-2-(5-(benzyloxy)-3-((S)-but-3-en-2-yl)-7-((2,4-difluorobenzyl)carbamoyl)-4,6-dioxo-2,3,4,6-tetrahydro-1H-pyrido[2,1-f][1,2,4]triazin-1-yl)but-3-en-1-yl acetate C(C)(=O)OC[C@H](C=C)N1N2C(C(N(C1)[C@@H](C)C=C)=O)=C(C(C(=C2)C(NCC2=C(C=C(C=C2)F)F)=O)=O)OCC2=CC=CC=C2